F[C@@H]1CC2=CCCN2C1 (2r,7Ar)-2-fluorotetrahydro-1H-pyrrolizine